butylethyl-phosphinat C(CCC)P([O-])(=O)CC